C(N)(=O)[C@H]1N(C[C@]2(C1)C(NC(C2)C)=O)C(=O)OC(C)(C)C t-butyl (3S,5S)-3-carbamoyl-8-methyl-6-oxo-2,7-diazaspiro[4.4]nonane-2-carboxylate